methyl 2-[2-(benzylsulfanyl)-5-chlorophenyl]-2-methylpropanoate C(C1=CC=CC=C1)SC1=C(C=C(C=C1)Cl)C(C(=O)OC)(C)C